N1(N=NC2=C1C=CC=C2)N2CCCC2 benzotriazol-1-ylpyrrolidin